2-(6-Methylpyridin-3-yl)-5-nitrobenzenesulfonamide CC1=CC=C(C=N1)C1=C(C=C(C=C1)[N+](=O)[O-])S(=O)(=O)N